(R)-3-(3,4-difluoro-2-methoxyphenyl)-4,5-dimethyl-5-(trifluoromethyl)furan-2(5H)-one FC=1C(=C(C=CC1F)C=1C(O[C@](C1C)(C(F)(F)F)C)=O)OC